C(C)OC(CC(C[N+](=O)[O-])(C)C)=O 3,3-dimethyl-4-nitrobutyric Acid Ethyl Ester